1,1-difluoro-2-methoxy-2-oxoethane-1-sulphonyl fluoride FC(C(=O)OC)(S(=O)(=O)F)F